(3S,4R)-4-(2,6-Difluoro-4-methoxyphenyl)-3-({5-[4-(pyrazin-2-yloxy)phenyl]-1,3,4-oxadiazol-2-yl}amino)pyrrolidin-2-on FC1=C(C(=CC(=C1)OC)F)[C@H]1[C@@H](C(NC1)=O)NC=1OC(=NN1)C1=CC=C(C=C1)OC1=NC=CN=C1